6-(trifluoromethyl)pyridazin-3(2H)-one FC(C=1C=CC(NN1)=O)(F)F